4-[5-Amino-3-(4-bromo-3-fluoro-phenyl)-4-cyano-pyrazol-1-yl]-3,3-difluoro-pyrrolidine-1-carboxylic acid tert-butyl ester C(C)(C)(C)OC(=O)N1CC(C(C1)N1N=C(C(=C1N)C#N)C1=CC(=C(C=C1)Br)F)(F)F